perfluoro(3-hexene) FC(C(C(=C(C(C(F)(F)F)(F)F)F)F)(F)F)(F)F